C1(CCCC1)C1=CC(=NN1)NC=1N=C(C2=C(N1)C=C(O2)C(=O)NC)N2CCOCC2 2-((5-cyclopentyl-1H-pyrazol-3-yl)amino)-N-methyl-4-morpholinofuro[3,2-d]pyrimidine-6-carboxamide